C(C)(=O)OCC=C(Br)Br Dibromoallyl acetate